COC=1C=C(CNC(=O)C=2C(=NN(C2)CC2=CC=C(C=C2)CN2C(C=CC=C2)=O)COC)C=C(C1)OC N-(3,5-Dimethoxybenzyl)-3-(methoxymethyl)-1-(4-((2-oxopyridin-1(2H)-yl)methyl)benzyl)-1H-pyrazole-4-carboxamide